COC=1C=CC(=C2C(CC(=NC12)C)=O)C 8-methoxy-2,5-dimethylquinolin-4-one